2-(bromomethyl)furan BrCC=1OC=CC1